[Cl-].CC1=NC=CN1CCCCCCCC methyl-3-octyl-imidazole chloride salt